FC(C1CN(C1)C=1C=C2C(=CC=NC2=CC1)C(=O)OC(C)(C)C)F tert-Butyl 6-(3-(difluoromethyl)azetidin-1-yl)quinoline-4-carboxylate